(2R)-N-((R)-(3-chloro-4-fluorophenyl)(trans-3-(2,2,2-trifluoroethoxy)-cyclobutyl)-methyl)-2-methyl-3-oxopiperazine-1-carboxamide ClC=1C=C(C=CC1F)[C@H](NC(=O)N1[C@@H](C(NCC1)=O)C)[C@@H]1C[C@H](C1)OCC(F)(F)F